N.[Pt].[Au] gold platinum ammonia